CC1=CC=C(C=C1)CN1C(CCC1=O)CC(=O)OCCC=C but-3-en-1-yl 2-[1-[(4-methylphenyl)methyl]-5-oxopyrrolidin-2-yl]acetat